FC1=C(C(=CC=C1)F)F 1,2,3-trifluoro-benzol